CC1=C(C(=O)NC2=CC=C(C3=CC=CC=C23)S(=O)(=O)NC(=O)C2CN(CCC2)C(=O)OCC)C=CC=C1 ethyl 3-(((4-(2-methylbenzamido)naphthalen-1-yl)sulfonyl)carbamoyl)piperidine-1-carboxylate